(R)-2,2-difluoro-1-phenylethane-1-amine hydrochloride Cl.FC([C@H](N)C1=CC=CC=C1)F